3-Benzyl-3-methyl-2,3-dihydrobenzofuran-6-carboxylic acid C(C1=CC=CC=C1)C1(COC2=C1C=CC(=C2)C(=O)O)C